C(C)C=1C=NN=NC1 monoethyl-triazine